C(=O)(O)C(C(=O)O)C(C)C(C1=CC(=C(C=C1)OCC)[N+](=O)[O-])=O 2-carboxyl-3-(3-nitro-4-ethoxybenzoyl)-butyric acid